CN(C)CC1=C(C=C(C=C1)N1C(CN(CC1)C(=O)OC(C)(C)C)=O)C=1C=C2C(=NC1)NC=C2CC tert-butyl 4-(4-((dimethylamino)methyl)-3-(3-ethyl-1H-pyrrolo[2,3-b]pyridin-5-yl)phenyl)-3-oxopiperazine-1-carboxylate